5-(tert-butoxycarbonyl-amino)pentanoic acid C(C)(C)(C)OC(=O)NCCCCC(=O)O